C(C=C)(=O)OCCC[Si](OCCC)(OCCC)OCCC gamma-acryloxypropyl-tripropoxysilane